C[C@H]1N(CCOC1)C1=NC(=NC(=C1)C1CCNCC1)C1=C2C(=NC=C1)NC=C2 (R)-3-methyl-4-(6-(piperidin-4-yl)-2-(1H-pyrrolo[2,3-b]pyridin-4-yl)pyrimidin-4-yl)morpholine